ClC=1N(N=C2C(N(N=CC21)[C@H]2C(C2)(C)C)=O)CC2=C(C=CC=C2)F |r| rac-3-chloro-6-[(1R)-2,2-dimethylcyclopropyl]-2-[(2-fluorophenyl)methyl]pyrazolo[3,4-d]pyridazin-7-one